NC=1C(=NC=NC1Cl)NC=1C(=CC(=C(C1)C1=CC=C(C=C1)C(=O)OC)C)N1CCN(CC1)C methyl 5'-((5-amino-6-chloropyrimidin-4-yl) amino)-2'-methyl-4'-(4-methylpiperazin-1-yl)-[1,1'-biphenyl]-4-carboxylate